CC1=C(N=NN1C1=C(C=CC=C1)C)C(=O)NC1=NC2=CC=C(C=C2C=C1)CN1CCCCC1 5-Methyl-N-(6-(piperidin-1-ylmethyl)chinolin-2-yl)-1-(o-tolyl)-1H-1,2,3-triazol-4-carboxamid